FC=1C=C2C=NN(C2=CC1O)C1=CC=C(C=C1)C1=CC(=CC=C1)CO 5-Fluoro-1-(3'-(hydroxymethyl)-[1,1'-biphenyl]-4-yl)-1H-indazol-6-ol